COC(CCC(=O)N(C)C1=C(C=C(C=C1)Br)N)=O 4-((2-amino-4-bromophenyl)(methyl)amino)-4-oxobutyric acid methyl ester